(E)-1-(4-(Allyloxy)-3,5-dichlorophenyl)-3-(4-(prop-2-yn-1-yloxy)phenyl)prop-2-en-1-one C(C=C)OC1=C(C=C(C=C1Cl)C(\C=C\C1=CC=C(C=C1)OCC#C)=O)Cl